FC=1C=C(C=C(C1NS(=O)(=O)C)F)[C@@H](C)NC(C=CC=1C(=NC(=CC1)C(F)(F)F)CCC)=O (R)-N-[1-(3,5-difluoro-4-methanesulfonylamino-phenyl)-ethyl]-3-(2-propyl-6-trifluoromethylpyridin-3-yl)-acrylamide